C1(CC1)C#C[C@@]1(C2=C(NC(O1)=O)C=C(C=C2)CO)C(C)(F)F (R)-4-(cyclopropylethynyl)-4-(1,1-difluoroethyl)-7-(hydroxymethyl)-1,4-dihydro-2H-benzo[d][1,3]oxazin-2-one